C(C)(C)(C)OC(=O)N1C([C@@]2(C3=CC(=CC=C13)OC)[C@@H](C2)C2=CC=C1C(=NN(C1=C2)C(=O)OC(C)(C)C)NC2=NC(=NC=C2OCC)C)=O (1R,2S)-2-[1-(tert-Butoxycarbonyl)-3-[(5-ethoxy-2-methylpyrimidin-4-yl)amino]indazol-6-yl]-5'-methoxy-2'-oxospiro[cyclopropane-1,3'-indole]-1'-carboxylic acid tert-butyl ester